2-((2-Acetyl-4-fluorophenyl)amino)-2-oxoethyl acetate C(C)(=O)OCC(=O)NC1=C(C=C(C=C1)F)C(C)=O